N1[C@@H](CC1)CN1C2=C(OC[C@]3(CCCC4=CC(=CC=C34)Cl)C1)C=CC(=C2)I (S)-5-(((S)-azetidin-2-yl)methyl)-6'-chloro-7-iodo-3',4,4',5-tetrahydro-2H,2'H-spiro[benzo[b][1,4]oxazepine-3,1'-naphthalene]